3-bromo-N-[(2RS)-1-chloro-3-(4-methylphenyl)propan-2-yl]-N'-hydroxy-pyridine-4-carboximidamide BrC=1C=NC=CC1C(N[C@@H](CCl)CC1=CC=C(C=C1)C)=NO |r|